ClC=1C=C(C=C(C1)NS(=O)(=O)CC)NC(=O)C=1SC(=C(C1)C1=NC=C(C=N1)N1CC(C1)(F)F)C N-(3-chloro-5-(ethylsulfonamido)phenyl)-4-(5-(3,3-difluoroazetidin-1-yl)pyrimidin-2-yl)-5-methylthiophene-2-carboxamide